BrC=1C(=C(C#N)C=CC1)N1CCC(CC1)C1=NN=CN1C 3-bromo-2-[4-(4-methyl-1,2,4-triazol-3-yl)piperidin-1-yl]benzonitrile